spiro[2.5]oct-5-en-6-yl-trifluoromethanesulfonic acid C1CC12CC=C(CC2)OS(=O)(=O)C(F)(F)F